3-iodo-1H-pyrrolo[3,2-c]pyridine IC1=CNC2=C1C=NC=C2